C(C)OC([C@H](C)N[P@](=O)(OCC1=CC=CC=C1)COCCN1C2=NC(=NC(=C2N=C1)OC)N)=O (S,R)-ethyl-2-((((2-(2-amino-6-methoxy-9H-purin-9-yl)-ethoxy)-methyl)-(benzyloxy)-phosphoryl)-amino)-propionate